FC1CC(N(C1)C(=O)C12CC(C1)(C2)COC2=NC=C(C=N2)F)C2=CC(=CC=C2)F (4-fluoro-2-(3-fluorophenyl)-pyrrolidin-1-yl)(3-(((5-fluoropyrimidin-2-yl)oxy)-methyl)bicyclo[1.1.1]pentan-1-yl)methanone